C(C)N(C1=C(C=CC=2C(=CC(OC21)=O)C(F)(F)F)N(C)CC2=CC=C(C=C2)F)CC 8-(diethylamino)-7-((4-fluorobenzyl)(methyl)amino)-4-(trifluoromethyl)-2H-benzopyran-2-one